N[C@@H]1C2=CC=CC=C2CC12CCN(CC2)C=2NC(C1=C(N2)NN=C1C(=C)C1=CC(=NC=C1)S(=O)(=O)C)=O (S)-6-(1-amino-1,3-dihydro-spiro[inden-2,4'-piperidin]-1'-yl)-3-(1-(2-(methylsulfonyl)pyridin-4-yl)vinyl)-1H-pyrazolo[3,4-d]pyrimidin-4(5H)-one